ethyldiphenoxyphosphoric acid C(C)C1=C(OOP(OOC2=CC=CC=C2)(O)=O)C=CC=C1